C[C@]12CCC(=O)C[C@@H]1CC[C@@H]3[C@@H]2CC[C@]4([C@H]3CC[C@@H]4O)C androstan-17beta-ol-3-one